NC=1C2=C(N=CN1)N(C(=C2C=2C=NC1=CC=CC=C1C2)C#C)C21CCC(CC2)(C1)NC(C1=CN=CC=C1OC)=O N-(4-(4-Amino-6-ethynyl-5-(quinolin-3-yl)-7H-pyrrolo[2,3-d]pyrimidin-7-yl)bicyclo-[2.2.1]heptan-1-yl)-4-methoxynicotinamide